C(C)OC(=O)C1C(C=C(CC1(C)C)OC(C1=CC=CC=C1)=O)=O 4-(ethoxycarbonyl)-5,5-dimethyl-3-oxocyclohex-1-en-1-ylbenzoate